O=C1N(CC(C1)C(NCCCCCCCCCCCCCC)=O)CC1=CC=C(C(=O)OC(C)(C)C)C=C1 tert-butyl 4-((2-oxo-4-(tetradecylcarbamoyl)pyrrolidin-1-yl)methyl)benzoate